Isopropyl ((((1S,4R)-4-(2-amino-6-methoxy-9H-purin-9-yl)cyclopent-2-en-1-yl)methoxy)(4-(dimethylamino)phenoxy)phosphoryl)-L-alaninate NC1=NC(=C2N=CN(C2=N1)[C@H]1C=C[C@H](C1)COP(=O)(OC1=CC=C(C=C1)N(C)C)N[C@@H](C)C(=O)OC(C)C)OC